BrC=1C=C(C(=NC1)N1CC(C1)N(C)C)NS(=O)(=O)C1=CC=CC=C1 N-(5-Bromo-2-(3-(dimethylamino)azetidin-1-yl)pyridin-3-yl)benzene-sulfonamide